platinum-ruthenium methane C.[Ru].[Pt]